(2-((5-bromo-2-((2-cyclopropyloxy-5-(1-methyl-1H-pyrazol-4-yl)-4-(4-(piperazin-1-yl)piperidin-1-yl)phenyl)amino)pyrimidin-4-yl)amino)-5-chlorophenyl)dimethylphosphine oxide BrC=1C(=NC(=NC1)NC1=C(C=C(C(=C1)C=1C=NN(C1)C)N1CCC(CC1)N1CCNCC1)OC1CC1)NC1=C(C=C(C=C1)Cl)P(C)(C)=O